O=C1N(CCC(N1)=O)C1=C(C=C(C=C1)N1CCC(CC1)C=O)F 1-(4-(2,4-dioxotetrahydropyrimidine-1(2H)-yl)-3-fluorophenyl)piperidine-4-carboxaldehyde